C(C1=CC=CC=C1)OC(=O)N1CC2(CCOC2)C(C1)(C(=O)O)CC 9-ethyl-2-oxa-7-azaspiro[4.4]nonane-7,9-dicarboxylic acid 7-benzyl ester